4-(1-(5-chloro-2-iodophenoxy)ethyl)thiazole ClC=1C=CC(=C(OC(C)C=2N=CSC2)C1)I